rac-(4s,5r)-3-(3-(((tert-butyldimethylsilyl)oxy)methyl)-4-fluoro-2-methoxyphenyl)-4,5-dimethyl-5-(trifluoromethyl)-4,5-dihydrofuran-2-carboxylic acid ethyl ester C(C)OC(=O)C=1O[C@]([C@H](C1C1=C(C(=C(C=C1)F)CO[Si](C)(C)C(C)(C)C)OC)C)(C(F)(F)F)C |r|